CN1C=C(C=C(C1=O)NC1=NN2C(CN(C(C2)=O)C)=C1)C1=C(C=NC=C1)C=O 4-[1-methyl-5-({5-methyl-6-oxo-4H,5H,6H,7H-pyrazolo[1,5-a]pyrazin-2-yl}amino)-6-oxo-1,6-dihydropyridin-3-yl]pyridine-3-carbaldehyde